C(C)(C)(C)P(C1(C(C=CC=C1)(C)P(C(C)(C)C)C(C)(C)C)C)C(C)(C)C 1,2-bis(di-tert-butylphosphino)xylene